(R)-5-cyano-2,3-dihydro-1H-inden-1-amine C(#N)C=1C=C2CC[C@H](C2=CC1)N